ClC1=C(C(=CC(=C1)C1=NN=C2N1CCN(C2)C(C=C)=O)F)C2=C(C(=CC=C2F)Cl)O (3-(2,3'-dichloro-6,6'-difluoro-2'-hydroxy-[1,1'-biphenyl]-4-yl)-5,6-dihydro-[1,2,4]triazolo[4,3-a]pyrazin-7(8H)-yl)prop-2-en-1-one